O=C(O)[C@@H](O)[C@@H](O)C(=O)O meso-tartrate